COC(C(CCCCC#N)(C1=CC=C(C=C1)C)C1=CC=C(C=C1)C)=O 6-cyano-2,2-di-p-tolylcaproic acid methyl ester